C(#N)C1=CC(=C(O[C@@H]2[C@@](CN(C2)S(=O)(=O)C=2C=CC(=NC2)C#N)(CO)O)C=C1)OCC(F)(F)F 5-(((3R,4S)-4-(4-cyano-2-(2,2,2-trifluoroethoxy)phenoxy)-3-hydroxy-3-(hydroxymethyl)pyrrolidin-1-yl)sulfonyl)picolinonitrile